C(#N)C=1N=CC(=NC1)NC1=CC(=C(N=N1)C(NCC)=O)NCC1CN(CCC1)C(=O)OC(C)(C)C tert-butyl 3-((6-(5-cyanopyrazin-2-ylamino)-3-(ethylcarbamoyl)pyridazin-4-ylamino)methyl)piperidine-1-carboxylate